aminobutyl sulfate S(=O)(=O)(OCCCCN)[O-]